N-(4-hydroxy-3-(4-nitrobenzoyl)phenyl)acetamide OC1=C(C=C(C=C1)NC(C)=O)C(C1=CC=C(C=C1)[N+](=O)[O-])=O